N-[(8-anti)-3-azabicyclo[3.2.1]oct-8-yl]-5-(8-fluoro-2-methylimidazo[1,2-a]pyridin-6-yl)-N-methyl[1,3]thiazolo[5,4-d]pyrimidin-2-amine C12CNCC(CC1)C2N(C=2SC=1N=C(N=CC1N2)C=2C=C(C=1N(C2)C=C(N1)C)F)C